2-methyl-5-phenylpentanoic acid allyl ester C(C=C)OC(C(CCCC1=CC=CC=C1)C)=O